5-methyl-N-(6-methyl-5-(7-(methylamino)-1,6-naphthyridin-3-yl)pyridin-3-yl)-4-(trifluoromethyl)pyridin-amide CC=1C(=CC(=NC1)C(=O)NC=1C=NC(=C(C1)C=1C=NC2=CC(=NC=C2C1)NC)C)C(F)(F)F